C[SiH](C1=CC(=CC=C1)NS(=O)(=O)C)C dimethyl-(3-methanesulfonamidophenyl)silane